FC=1C=C2C(C=C(N3C2=C(C1)C(CC3)N(C(OC(C)(C)C)=O)C)CO)=C=O tert-butyl (9-fluoro-3-(hydroxymethyl)-1-carbonyl-6,7-dihydro-1H,5H-pyrido[3,2,1-ij]quinolin-7-yl)(methyl)carbamate